(5S)-5-methyl-7-oxo-4-azaspiro[2.5]octane-8-carboxylic acid ethyl ester C(C)OC(=O)C1C(C[C@@H](NC12CC2)C)=O